(3-(2-methyl-1,3-dioxolan-2-yl)propylidene)propane-2-sulfinamide CC1(OCCO1)CCC=CC(C)S(=O)N